NC1=NC=C(C2=C1C(=NN2[C@@H]2CN(CC2)C(C=C)=O)C#CC2=C(C(=CC(=C2F)OC)OC)F)C2=NC=CN=C2 (S)-1-(3-(4-amino-3-((2,6-difluoro-3,5-dimethoxyphenyl)ethynyl)-7-(pyrazin-2-yl)-1H-pyrazolo[4,3-c]pyridin-1-yl)pyrrolidin-1-yl)prop-2-en-1-one